(S)-2-((((9H-fluoren-9-yl)methoxy)carbonyl)amino)-3-([2,3'-bipyridin]-5-yl)propanoic acid C1=CC=CC=2C3=CC=CC=C3C(C12)COC(=O)N[C@H](C(=O)O)CC=1C=CC(=NC1)C=1C=NC=CC1